tert-butyl (S)-2-((difluoromethoxy)methyl)pyrrolidine-1-carboxylate FC(OC[C@H]1N(CCC1)C(=O)OC(C)(C)C)F